C(C)(C)(C)OC(=O)N1CCC(CC1)C(C=1OC(=NN1)C1=NC=CC=C1Cl)O 4-((hydroxy)(5-(3-chloropyridin-2-yl)-1,3,4-oxadiazol-2-yl)methyl)piperidine-1-carboxylic acid tert-butyl ester